6-(p-toluidinyl)naphthalen N(C1=CC=C(C=C1)C)C=1C=C2C=CC=CC2=CC1